BrC=1C(=CC2=C(OCC(N2)=S)C1)OC 7-Bromo-6-methoxy-2H-benzo[b][1,4]oxazine-3(4H)-thione